(2S)-2-(tert-butoxycarbonylamino)-3-(9H-fluoren-9-ylmethoxycarbonylamino)-propanoic acid C(C)(C)(C)OC(=O)N[C@H](C(=O)O)CNC(=O)OCC1C2=CC=CC=C2C=2C=CC=CC12